methyl-octyl-phosphinic acid CP(O)(=O)CCCCCCCC